C1(=CC=CC=C1)P(=O)(C([C@@H](NOCC1=CC=CC=C1)C)=O)Cl phenyl-(benzoxy-L-alanyl)-phosphoryl chloride